C(C)(=O)C1=C(C(N(C1C1=CC=C(C=C1)Br)CCC1=CC=NC=C1)=O)O 4-acetyl-5-(4-bromo-phenyl)-3-hydroxy-1-(2-pyridin-4-yl-ethyl)-1,5-dihydro-pyrrol-2-one